C(C)(C)C1=CC(=C2C(=N1)NC=C2)N2C[C@@H](NCC2)C2=CN=C1N2C=CC=C1 (R)-3-(4-(6-isopropyl-1H-pyrrolo[2,3-b]pyridin-4-yl)piperazin-2-yl)imidazo[1,2-a]pyridine